5-(trimethylsilyl)-4-penten-1-ol C[Si](C=CCCCO)(C)C